C1CCC2=C(C=CC=C12)NC1=C(C=C2C(=N1)NN=C2\N=N/O)F (Z)-N-(2,3-dihydro-1H-inden-4-yl)-5-fluoro-3-(hydroxydiazenyl)-1H-pyrazolo[3,4-b]pyridin-6-amine